C(C1=CC=CC=C1)OCC(COC1=C(C=CC=C1)/C=C/C(=O)OCC)O Ethyl (E)-3-(2-(3-(benzyloxy)-2-hydroxypropoxy)phenyl)acrylate